ClC=1C=C2C=C(NC2=CC1OCC1=CC(=NO1)C)CNC(=O)C1=CC=NO1 N-((5-chloro-6-((3-methylisoxazol-5-yl)methoxy)-1H-indol-2-yl)methyl)isoxazole-5-carboxamide